7-(3-(4-(2-chlorophenyl)piperazin-1-yl)-2-hydroxypropoxy)-6-methoxy-3-methylisochroman-4-one ClC1=C(C=CC=C1)N1CCN(CC1)CC(COC1=C(C=C2C(C(OCC2=C1)C)=O)OC)O